Cl.CC=1C=2N(C=CC1)C=C(N2)C2=CC(=C(C=C2)C)S(=O)(=O)N2CCNCC2 8-methyl-2-(4-methyl-3-(piperazin-1-ylsulfonyl)phenyl)imidazo[1,2-a]pyridine hydrochloride